4-(((R)-1-(3-(1,1-difluoro-2-hydroxyethyl)-2-fluorophenyl)ethyl)amino)-2,6,8-trimethyl-6H-[1,4]oxazino[3,2-g]quinazolin-7(8H)-one FC(CO)(F)C=1C(=C(C=CC1)[C@@H](C)NC1=NC(=NC2=CC3=C(C=C12)N(C(C(O3)C)=O)C)C)F